ClC1=C2C=C(N(C2=CC=C1)C(=O)OC(C)(C)C)C(=O)OC 1-(tert-butyl) 2-methyl 4-chloro-1H-indole-1,2-dicarboxylate